bis(3,5-bis-trifluoromethylphenyl)chlorophosphine FC(C=1C=C(C=C(C1)C(F)(F)F)P(Cl)C1=CC(=CC(=C1)C(F)(F)F)C(F)(F)F)(F)F